tert-butyl 2-(4-(methoxycarbonyl)phenyl)-3-azabicyclo[3.2.0]heptane-3-carboxylate COC(=O)C1=CC=C(C=C1)C1C2CCC2CN1C(=O)OC(C)(C)C